(S)-6-bromo-N-methyl-2,3-dihydrobenzofuran-3-amine hydrogen chloride Cl.BrC1=CC2=C([C@@H](CO2)NC)C=C1